tert-butyl (2-(2-(2-(4-chloro-5-hydroxy-6,7-dihydro-5H-cyclopenta[d]pyridazin-1-yl)-5-fluorophenoxy)ethoxy)ethyl)carbamate ClC=1C2=C(C(=NN1)C1=C(OCCOCCNC(OC(C)(C)C)=O)C=C(C=C1)F)CCC2O